ClC=1C=CC(=C2C=C(NC12)C(=O)N[C@H](C(=O)N[C@H](C(=O)OC)C[C@H]1C(NC(C1)(C)C)=O)CC(C)(C)C)OC methyl (2S)-2-[[(2S)-2-[(7-chloro-4-methoxy-1H-indole-2-carbonyl)amino]-4,4-dimethyl-pentanoyl]amino]-3-[(3R)-5,5-dimethyl-2-oxo-pyrrolidin-3-yl]propanoate